[Si](C)(C)(C(C)(C)C)OC1CN(CC=C(C1)C1=C(C(=CC=2CCOC21)NC2=NC(=CC(=N2)C)NC)C)C(=O)OC(C)(C)C tert-butyl 3-[tert-butyl(dimethyl)silyl]oxy-5-[6-methyl-5-[[4-methyl-6-(methylamino)pyrimidin-2-yl]amino]-2,3-dihydrobenzofuran-7-yl]-2,3,4,7-tetrahydroazepine-1-carboxylate